BrC1=C2CCCN(C2=CC=C1)C1=NC=2N(C3=CC=CC(=C13)F)C=NN2 5-(5-bromo-3,4-dihydroquinolin-1(2H)-yl)-6-fluoro-[1,2,4]triazolo[4,3-a]quinazoline